ethyl (3s)-3-(4-chlorophenyl)-3-(1-(4-chlorophenyl)-7-fluoro-5-(1-(4-fluoro-1-methylpiperidin-4-yl)-1-hydroxypropyl)-1-methoxy-3-oxoisoindolin-2-yl)propanoate ClC1=CC=C(C=C1)[C@H](CC(=O)OCC)N1C(C2=C(C=C(C=C2C1=O)C(CC)(O)C1(CCN(CC1)C)F)F)(OC)C1=CC=C(C=C1)Cl